CNC(C([C@H](C[C@H]1C(NCC1)=O)NC(C1=C(C=CC(=C1)C(F)(F)F)NC(=O)C1(CC1)C(F)(F)F)=O)=O)=O N-[(1S)-3-(methylamino)-2,3-dioxo-1-[[(3S)-2-oxopyrrolidin-3-yl]methyl]propyl]-5-(trifluoromethyl)-2-[[1-(trifluoromethyl)cyclopropanecarbonyl]amino]benzamide